C(CCCCCCCCCCCCCCCCCCCCC)OC=1C=C(C=C(C1OCCCCCCCCCCCCCCCCCCCCCC)OCCCCCCCCCCCCCCCCCCCCCC)COC1=CC=C(C=C1)C(=O)C1=CC=C(C=C1)OCC1=CC(=C(C(=C1)OCCCCCCCCCCCCCCCCCCCCCC)OCCCCCCCCCCCCCCCCCCCCCC)OCCCCCCCCCCCCCCCCCCCCCC Bis[4-[[3,4,5-tri(docosoxy)phenyl]methoxy]phenyl]methanone